O-((4-fluorobicyclo(2.2.2)octan-1-yl)methyl) hydrazinecarbothioate N(N)C(OCC12CCC(CC1)(CC2)F)=S